CC=1NC2=CC=CC=C2C1CCN 2-(2-methyl-1H-indol-3-yl)ethan-1-amine